OC(CC)(CC)C1=CC=C(C=2N1N=CN2)B(O)O (5-(3-Hydroxypentan-3-yl)-[1,2,4]triazolo[1,5-a]pyridin-8-yl)boronic acid